I.N1CCC(CC1)=O 4-piperidone hydroiodide salt